ClC1=CC=2C(=C3CC(CCN3C2N=C1)N1C(C(CCC1)OCC1NCC1)=O)C 2-(((1-(3-chloro-5-methyl-6,7,8,9-tetrahydropyrido[3,2-b]indolizin-7-yl)-2-oxopiperidin-3-yl)oxy)methyl)azetidin